CN1C(=C(C=C1)OC(C)C1=CC=CC=C1)C(=O)N methyl-3-(1-phenylethoxy)-1H-pyrrole-2-carboxamide